5-amino-2-t-butoxycarbonyl-1,2,3,4-tetrahydroisoquinoline NC1=C2CCN(CC2=CC=C1)C(=O)OC(C)(C)C